BrC=1N=C2C3=C(C(N(C2=CC1)C)=O)NC([C@@H]1N3C[C@H](N(C1)C(=O)OC(C)(C)C)C)=O tert-butyl (8aR,11R)-2-bromo-5,11-dimethyl-6,8-dioxo-5,6,7,8,8a,9,11,12-octahydro-10H-pyrazino[1',2':4,5]pyrazino[2,3-c][1,5]naphthyridine-10-carboxylate